O=C1NC2=CC=C(C=3C2=C1C=CC3)C3N(CCCC3)C(=O)OC(C)(C)C tert-butyl 2-(2-oxo-1,2-dihydrobenzo[cd]indol-6-yl)piperidine-1-carboxylate